diethyl 2-methoxy-2-methylmalonate COC(C(=O)OCC)(C(=O)OCC)C